tert-butyl-4-[5-amino-1-(1-methylpyrazol-3-yl)-3-(trifluoromethyl)pyrazol-4-yl]-3,6-dihydro-2H-pyridine C(C)(C)(C)C1NCC=C(C1)C=1C(=NN(C1N)C1=NN(C=C1)C)C(F)(F)F